N-(2-acetylisoindolin-5-yl)-5-(1H-imidazol-1-yl)-1H-pyrazolo[3,4-c]pyridine-7-carboxamide C(C)(=O)N1CC2=CC=C(C=C2C1)NC(=O)C=1N=C(C=C2C1NN=C2)N2C=NC=C2